acrylic acid antimony salt [Sb+3].C(C=C)(=O)[O-].C(C=C)(=O)[O-].C(C=C)(=O)[O-]